2-(2,6-dimethylpyridin-4-yl)-3-ethyl-6-(6-(piperazin-1-yl)pyridin-3-yl)-1H-indole CC1=NC(=CC(=C1)C=1NC2=CC(=CC=C2C1CC)C=1C=NC(=CC1)N1CCNCC1)C